5-((Difluoromethyl)-1,3,4-thiadiazol-2-yl)imidazo[1,5-a]pyridine-6-sulfonamide FC(F)C1=NN=C(S1)C1=C(C=CC=2N1C=NC2)S(=O)(=O)N